2'-chloro-N-(5-(6-(difluoromethoxy)-4-methylnicotinoyl)-5,6-dihydro-4H-pyrrolo[3,4-d]thiazol-2-yl)-5'-methoxy-6-methyl-[4,4'-bipyridine]-3-carboxamide ClC1=NC=C(C(=C1)C1=C(C=NC(=C1)C)C(=O)NC=1SC2=C(N1)CN(C2)C(C2=CN=C(C=C2C)OC(F)F)=O)OC